O=C1NC(CCC1N1C(C2=CC=C(C=C2C1=O)O)=O)=O 2-(2,6-dioxopiperidin-3-yl)-1,3-dioxoisoindole-5-ol